CN1CCN(CC1)CCCCNCC1=CC=C(C=C1)C1=C2C(=NC(=N1)C1=CC=C(C=C1)CNCCCCN1CCN(CC1)C)N(N=C2)C2=CC=CC=C2 4,6-Bis{4-[(4-(4-methylpiperazin-1-yl)butyl)aminomethyl]phenyl}-1-phenyl-1H-pyrazolo[3,4-d]pyrimidine